N-({6-[(3-isoxazolyl)methoxy]-5-trifluoromethoxy-2-indolyl}methyl)-1-pyrrolidinecarboxamide O1N=C(C=C1)COC1=C(C=C2C=C(NC2=C1)CNC(=O)N1CCCC1)OC(F)(F)F